[O-]CC.[O-]CC.[O-]CC.C[O-].[Ti+4] titanium methoxide triethoxide